(1R,3R)-3-hydroxycyclohexane-1-carboxylic acid O[C@H]1C[C@@H](CCC1)C(=O)O